N-(((1S,4aS,4bS,6aR,8R,10aS,10bS,12aS)-10a-ethyl-8-hydroxy-8,12a-dimethyloctadecahydrochrysen-1-yl)methyl)-N-methylbenzenesulfonamide C(C)[C@]12CC[C@@](C[C@H]1CC[C@H]1[C@@H]3CCC[C@@H]([C@]3(CC[C@H]21)C)CN(S(=O)(=O)C2=CC=CC=C2)C)(C)O